C(C(=O)[O-])(=O)[O-].C(=O)(O)C(=O)[O-].C(C)(C)(C)NS(=O)(=O)C=1SC(=CC1C1=CC=C(CN2C=[NH+]C=C2)C=C1)CC(C)C.C(C)(C)(C)NS(=O)(=O)C=1SC(=CC1C1=CC=C(CN2C=[NH+]C=C2)C=C1)CC(C)C.C(C)(C)(C)NS(=O)(=O)C=1SC(=CC1C1=CC=C(CN2C=[NH+]C=C2)C=C1)CC(C)C 1-(4-(2-(N-(tert-Butyl)sulfamoyl)-5-isobutylthiophen-3-yl)benzyl)-1H-imidazol-3-ium carboxyformate oxalate salt